CC1=CC=C(C=C1)S(=O)(=O)OCC(CO)(F)F 2,2-difluoro-1,3-propanediol mono-p-toluenesulfonate